2-(hydroxymethyl)-2,4,5-trimethyl-2,3-dihydro-1H-inden-1-one OCC1(C(C2=CC=C(C(=C2C1)C)C)=O)C